NC1(CCCC1)C(=O)O cycloleucine